((2R,4S,5R)-4-azido-5-cyclobutoxytetrahydro-2H-pyran-2-yl)((S)-1-(4-fluorophenyl)-3,4-dihydroisoquinolin-2(1H)-yl)methanone N(=[N+]=[N-])[C@H]1C[C@@H](OC[C@@H]1OC1CCC1)C(=O)N1[C@H](C2=CC=CC=C2CC1)C1=CC=C(C=C1)F